3-(3-(4-(aminomethyl)phenyl)-5-methoxy-3H-imidazo[4,5-b]pyridin-2-yl)pyridin-2-amine NCC1=CC=C(C=C1)N1C(=NC=2C1=NC(=CC2)OC)C=2C(=NC=CC2)N